FC=1C(=C(C=CC1F)[C@@H]1[C@@H](O[C@@]([C@@H]1C)(C(F)(F)F)C)C(=O)NC1=CC(=NC=C1)C(=O)N)OC 4-((2R,3R,4R,5S)-3-(3,4-difluoro-2-methoxyphenyl)-4,5-dimethyl-5-(trifluoromethyl)tetrahydrofuran-2-carboxamido)picolinamide